COC(=O)C1(CC1)C(=O)N1CCC(CC1)=CF.CC(C)(C(C)(C1=CC=C(C=C1)C=C)C)C1=CC=C(C=C1)C=C 2,3-dimethyl-2,3-bis(4-vinyl-phenyl)butane methyl-1-(4-(fluoromethylene)piperidine-1-carbonyl)cyclopropane-1-carboxylate